C1(CCCC1)OC1=C(C=CC(=C1)N(C)CC1=CC=C(C=C1)F)NC(=O)NCC 1-{2-Cyclopentyloxy-4-[(4-fluorobenzyl)-(methyl)amino]-phenyl}-3-ethyl-urea